C1(CC1)C1=C(N(C=2N=C(N=C(C21)N)C=2C=C(C=CC2)C)S(=O)(=O)C2=CC=C(C)C=C2)C cyclopropyl-6-methyl-2-(m-tolyl)-7-tosyl-7H-pyrrolo[2,3-d]pyrimidin-4-amine